CC=1N=NC=C(C1[C@@H](C)OC=1C=C2C(=NNC2=CC1)C=1C=CC(=NC1)N1CC2(C1)CS(CC2)(=O)=O)C 2-[5-[5-[(1R)-1-(3,5-dimethylpyridazin-4-yl)ethoxy]-1H-indazol-3-yl]-2-pyridyl]-6λ6-thia-2-azaspiro[3.4]octane 6,6-dioxide